ClC1=C2C(=NC(=N1)N)N(N=C2)CC2=CC(=C(C=C2)[N+](=O)[O-])C 4-chloro-1-[(3-methyl-4-nitro-phenyl)methyl]Pyrazolo[3,4-d]Pyrimidin-6-amine